3-(4-fluorophenyl)-5-methyl-1-phenyl-4-(pyridin-4-yl)-4,5-dihydro-1H-pyrazole-5-carboxylate FC1=CC=C(C=C1)C1=NN(C(C1C1=CC=NC=C1)(C(=O)[O-])C)C1=CC=CC=C1